3-(5-Chloro-1-methyl-2-oxo-1,2-dihydro-1,8-naphthyridin-3-yl)-3-hydroxypyrrolidine-1-carboxylate ClC1=C2C=C(C(N(C2=NC=C1)C)=O)C1(CN(CC1)C(=O)[O-])O